rac-(1S,2S)-2-benzyloxy-1-methyl-cyclobutanol C(C1=CC=CC=C1)O[C@@H]1[C@](CC1)(O)C |r|